ClC=1C(=NC(=NC1)NC1=CC(=C(C=C1)C1CCNCC1)OC)NC1=C(C#N)C(=CC=C1)O[C@@H](C)C1=C(C=CC=C1)F (S)-2-((5-chloro-2-((3-methoxy-4-(piperidin-4-yl)phenyl)amino)pyrimidin-4-yl)amino)-6-(1-(2-fluorophenyl)ethoxy)benzonitrile